N-(4-chlorophenyl)-2-(5-(2-methylpyrimidin-4-yl)-5,6,7,8-tetrahydro-1,5-naphthyridin-2-yl)propanamide ClC1=CC=C(C=C1)NC(C(C)C1=NC=2CCCN(C2C=C1)C1=NC(=NC=C1)C)=O